methyl trans-4-[(6-cyano-5-fluoro-3-methyl-indazol-1-yl)methyl]cyclohexanecarboxylate C(#N)C1=C(C=C2C(=NN(C2=C1)C[C@@H]1CC[C@H](CC1)C(=O)OC)C)F